C(C=C)C1=NCCC2=CC=CC=C12 allyl-3,4-dihydroisoquinoline